C[C@H]1CC[C@H](CN1C(CC=1C=C(C=CC1)C)=O)C(=O)O (3R,6S)-6-methyl-1-(2-(m-tolyl)acetyl)piperidine-3-carboxylic acid